CC1=C(C=CC=C1B1OC(C(O1)(C)C)(C)C)C1=CC=2N(C(C(=CN2)CN(C(OC(C)(C)C)=O)C[C@H]2NC(CC2)=O)=O)C=C1 tert-Butyl N-[[8-[2-methyl-3-(4,4,5,5-tetramethyl-1,3,2-dioxaborolan-2-yl)phenyl]-4-oxo-pyrido[1,2-a]pyrimidin-3-yl]methyl]-N-[[(2S)-5-oxopyrrolidin-2-yl]methyl]carbamate